tert-butyl 3-(difluoromethyl)-6,7-dihydropyrazolo[1,5-a]pyrazine-5(4H)-carboxylate FC(C=1C=NN2C1CN(CC2)C(=O)OC(C)(C)C)F